C(C)(C)(C)OC(=O)N1S(OCC1(C)C)=O 4,4-dimethyl-1,2,3-oxathiazolidine-3-carboxylic acid tert-butyl ester 2-oxide